(3S)-N-[2-fluoro-5-[2-(2-hydroxyethoxy)-6-(morpholin-4-yl)pyridin-4-yl]-4-methylphenyl]-3-(2,2,2-trifluoroethyl)pyrrolidine-1-carboxamide FC1=C(C=C(C(=C1)C)C1=CC(=NC(=C1)N1CCOCC1)OCCO)NC(=O)N1C[C@@H](CC1)CC(F)(F)F